3-(2,5-dimethyl-1H-pyrrol-1-yl)-5-iodo-1-(4-methoxyphenyl)-1H-pyrazole CC=1N(C(=CC1)C)C1=NN(C(=C1)I)C1=CC=C(C=C1)OC